BrCCCCCCCC#CO 9-bromononyn-1-ol